S1NC(CC2C1=CC=CC2)=O 3-dihydrobenzothiazinone